8-(2-chloro-4-methylphenyl)-9-(4-((1-(3-fluoropropyl)azetidin-3-yl)methyl)phenyl)-6,7-dihydro-5H-benzo[7]annulene-3-carboxylic acid ClC1=C(C=CC(=C1)C)C=1CCCC2=C(C1C1=CC=C(C=C1)CC1CN(C1)CCCF)C=CC(=C2)C(=O)O